3-(5,6-Dimethoxypyridin-3-yl)-2-oxo-2,3-dihydro-1H-benzo[d]imidazole-1-carboxylic acid tert-butyl ester C(C)(C)(C)OC(=O)N1C(N(C2=C1C=CC=C2)C=2C=NC(=C(C2)OC)OC)=O